FC(C1=CC=2C(=NC(=CC2)C(F)(F)F)N1C=1C=C2CC(NC2=C(C1)C)=O)F 5-[2-(Difluoromethyl)-6-(trifluoromethyl)pyrrolo[2,3-b]pyridin-1-yl]-7-methyl-indolin-2-one